C1(CCCC1)OC=1C=C(C=CC1SC)C=1C=C(C=NC1)C=1CB(OC1)O 4-(5-(3-(cyclopentyloxy)-4-(methylthio)phenyl)pyridin-3-yl)-1,2-oxaborol-2-ol